3-((2-(2,6-dioxopiperidin-3-yl)-1-oxoisoindolin-4-yl)thio)propionamide O=C1NC(CCC1N1C(C2=CC=CC(=C2C1)SCCC(=O)N)=O)=O